2-t-butyl-6-(3-t-butyl-2-hydroxy-5-methylbenzyl)-4-methylbenzyl acrylate C(C=C)(=O)OCC1=C(C=C(C=C1CC1=C(C(=CC(=C1)C)C(C)(C)C)O)C)C(C)(C)C